C(C)(C)(C)OC(=O)N1[C@H](C[C@@H](C1)CC=1SC(=C(C1)Br)Br)C(=O)OCC1=CC=CC=C1 (2R,4R)-4-((4,5-dibromothiophen-2-yl)methyl)pyrrolidine-1,2-dicarboxylic acid 2-benzyl ester 1-tert-butyl ester